Bromo-3-(2-chloro-6-fluorophenyl)-6-fluoro-1-isopropylquinolin-4(1H)-one BrC=1N(C2=CC=C(C=C2C(C1C1=C(C=CC=C1F)Cl)=O)F)C(C)C